Hexaethoxydi-silan C(C)O[Si]([Si](OCC)(OCC)OCC)(OCC)OCC